N-[3-(4-amino-7-methyl-7H-pyrrolo[2,3-d]pyrimidin-5-yl)-2-fluoro-phenyl]-3-fluoro-4-methoxy-benzenesulfonamide NC=1C2=C(N=CN1)N(C=C2C=2C(=C(C=CC2)NS(=O)(=O)C2=CC(=C(C=C2)OC)F)F)C